6-Chloro-N-(1-methylpiperidin-4-yl)-2-(4-morpholin-4-ylphenyl)-3H-imidazo[4,5-b]pyridin-7-amine ClC=1C(=C2C(=NC1)NC(=N2)C2=CC=C(C=C2)N2CCOCC2)NC2CCN(CC2)C